COC(=O)C1(CC(C1)C)C1=CC(=CC=C1)Br.BrC=1C=CC(=NC1)NC(C1=CC=CC=C1)=O N-(5-bromopyridin-2-yl)benzamide methyl-1-(3-bromophenyl)-3-methylcyclobutane-1-carboxylate